ethyl 2-[[5-[5-(trifluoromethyl)-1,2,4-oxadiazol-3-yl]-2-thienyl]methyl]-1,2,4-triazole-3-carboxylate FC(C1=NC(=NO1)C1=CC=C(S1)CN1N=CN=C1C(=O)OCC)(F)F